3-(7-((1-(4-amino-1-methyl-1H-pyrazole-3-carbonyl)piperidin-4-yl)oxy)-1-methyl-1H-indazol-3-yl)piperidine-2,6-dione NC=1C(=NN(C1)C)C(=O)N1CCC(CC1)OC=1C=CC=C2C(=NN(C12)C)C1C(NC(CC1)=O)=O